NC(C(=O)O)C=1NC=CC1 AMINO-PYRROL-2-YL-ACETIC ACID